methyl 1-(4-{2-[(4-methyl-4H-1,2,4-triazol-3-yl)sulfanyl]-5-nitrobenzamido}phenyl)cyclopentane-1-carboxylate CN1C(=NN=C1)SC1=C(C(=O)NC2=CC=C(C=C2)C2(CCCC2)C(=O)OC)C=C(C=C1)[N+](=O)[O-]